O1COC2=C1C=CC(=C2)S(=O)(=O)N2CCC(CC2)CNC(CCl)=O N-((1-(benzo[d][1,3]dioxol-5-ylsulfonyl)piperidin-4-yl)methyl)-2-chloroacetamide